6-(3-isopropyl-5-((1-(tetrahydro-2H-pyran-4-yl)piperidin-4-yl)methoxy)-1H-indol-2-yl)-8-methyl-[1,2,4]triazolo[1,5-a]pyridine C(C)(C)C1=C(NC2=CC=C(C=C12)OCC1CCN(CC1)C1CCOCC1)C=1C=C(C=2N(C1)N=CN2)C